ClC1=NC=CC2=C1N(C(C=1N2N=NC1)C)C 6-chloro-4,5-dimethyl-4,5-dihydropyrido[3,4-e][1,2,3]triazolo[1,5-a]pyrazine